C(C)(C)OB(OC(C)C)C1=CC=2CCC(CC2C=C1)O[Si](C)(C)C(C)(C)C.C(#N)C1=CC=C(C=C1)C1=CC(=CC(=C1)C1=CC=C(C=C1)C#N)C1=CC=C(C=C1)C#N 1,3,5-tri(4-cyanophenyl)benzene diisopropyl-(6-((tert-butyldimethylsilyl)oxy)-5,6,7,8-tetrahydronaphthalen-2-yl)boronate